CC1=C2C(=CC=3C=4C=C(C=CC4NC13)O)C=NC=C2 5-methyl-6H-pyrido[4,3-b]carbazol-9-ol